P(=O)(O)(O)O.COC monomethyl ether phosphate